OC1=C(C=C(C=C1)CCOC(C(=C)C)=O)N1N=C2C(=N1)C=CC=C2 2-[2-hydroxy-5-(2-methacryloyloxyethyl)phenyl]-2H-benzotriazole